C1(CC1)C=1C(=C2C=CNC2=C(C1)C)CN1C(CC2(CC(C2)(F)F)CC1)C1=CC=C(C=C1)C1(COC1)O 3-(4-(7-((5-cyclopropyl-7-methyl-1H-indol-4-yl)methyl)-2,2-difluoro-7-azaspiro[3.5]non-6-yl)phenyl)oxetan-3-ol